O1C(CCC2C=CC=3C(=C12)C=CC3)=O cyclopentachromanone